(1H-imidazol-1-yl)methanol N1(C=NC=C1)CO